tris(2-(4-tolyl)phenylpyridine) iridium (III) [Ir+3].C1(=CC=C(C=C1)C1=C(C=CC=C1)C1=NC=CC=C1)C.C1(=CC=C(C=C1)C1=C(C=CC=C1)C1=NC=CC=C1)C.C1(=CC=C(C=C1)C1=C(C=CC=C1)C1=NC=CC=C1)C